2-(5-(cyclopropylmethyl)-2-methoxyphenyl)-2-((R)-3-((5-(4-methoxy-5,6,7,8-tetrahydro-1,8-naphthyridin-2-yl)pentyl)oxy)pyrrolidin-1-yl)acetic acid C1(CC1)CC=1C=CC(=C(C1)C(C(=O)O)N1C[C@@H](CC1)OCCCCCC1=NC=2NCCCC2C(=C1)OC)OC